4'-tert-butyl-N-{[(4R)-4-cyclopropyl-2,5-dioxoimidazolidin-4-yl]methyl}[biphenyl]-2-carboxamide C(C)(C)(C)C1=CC=C(C=C1)C=1C(=CC=CC1)C(=O)NC[C@]1(NC(NC1=O)=O)C1CC1